FC=1C(=NC=CC1)CNC1=NC=CC2=C1N=C(O2)CCNCCC2=NC1=C(N2CCOCCOC)C=CC=C1 N-((3-fluoropyridin-2-yl)methyl)-2-(2-((2-(1-(2-(2-methoxyethoxy)ethyl)-1H-benzo[d]imidazol-2-yl)ethyl)amino)ethyl)-oxazolo[4,5-c]pyridin-4-amine